NC1=CC(=C2CN(C(C2=C1)=O)CC(=C)C1=CC=NC=C1)C1=CC=C2C=NN(C2=C1)C 6-amino-4-(1-methyl-1H-indazol-6-yl)-2-[2-(pyridin-4-yl)prop-2-en-1-yl]-2,3-dihydro-1H-isoindol-1-one